(+)-[6-[(2,4-Difluorophenyl)methyl]-2-azaspiro[3.3]heptan-2-yl]-[(1S,9R)-7-oxa-3,4,11-triazatricyclo[7.3.0.02,6]dodeca-2(6),4-dien-11-yl]methanon FC1=C(C=CC(=C1)F)CC1CC2(CN(C2)C(=O)N2C[C@@H]3COC=4C=NNC4[C@@H]3C2)C1